3-[8-[4-[(1R,5R)-7-[1-[3-amino-6-(2-hydroxyphenyl)pyridazin-4-yl]pyrazol-4-yl]-3-oxa-7,9-diazabicyclo[3.3.1]nonan-9-yl]cyclohexyl]-2,3-dihydro-1,4-benzoxazin-4-yl]piperidine-2,6-dione NC=1N=NC(=CC1N1N=CC(=C1)N1C[C@@H]2COC[C@@H](C1)N2C2CCC(CC2)C2=CC=CC=1N(CCOC12)C1C(NC(CC1)=O)=O)C1=C(C=CC=C1)O